C(C)C(COP(=O)(OCC(CCCC)CC)[O-])CCCC.C(CCCCC)[P+](CCCCCCCCCCCCCC)(CCCCCC)CCCCCC trihexyl-(tetradecyl)phosphonium bis(2-ethylhexyl)phosphate